ClC1=CC(=NC(=C1O)Cl)C(=O)NC1=C2C(N(C(=NC2=C(C=C1)C)C(F)F)CC1=C(C=CC=C1)C(F)(F)F)=O 4,6-dichloro-N-(2-(difluoromethyl)-8-methyl-4-oxo-3-(2-(trifluoromethyl)benzyl)-3,4-dihydroquinazolin-5-yl)-5-hydroxypicolinamide